4-(trifluoromethyl)-2,3-dihydropyridazin-3-one FC(C=1C(NN=CC1)=O)(F)F